(±)-Trans-isopropyl 2-(3-((6-(5-formyl-1-methyl-1H-1,2,3-triazol-4-yl)-2-methylpyridin-3-yl)oxy)cyclopentyl)acetate C(=O)C1=C(N=NN1C)C1=CC=C(C(=N1)C)O[C@@H]1C[C@H](CC1)CC(=O)OC(C)C |r|